4-fluoro-7-methylindoline-2,3-dione FC1=C2C(C(NC2=C(C=C1)C)=O)=O